C(C)N(C(=O)C=1C=NN(C1C)C(C(C)F)C)C1=CN=NC=C1 N-ethyl-1-(2-fluoro-1-methyl-propyl)-5-methyl-N-pyridazin-4-yl-pyrazole-4-carboxamide